C(#N)C=1C=CC2=CN(N=C2C1OC1CCN(CC1)C(C(=O)O)(C)C)CC1=C2C=CNC2=C(C=C1S(=O)(=O)C)C 2-(4-((6-cyano-2-((7-methyl-5-(methylsulfonyl)-1H-indol-4-yl)methyl)-2H-indazol-7-yl)oxy)piperidin-1-yl)-2-methyl-propanoic acid